4-oxo-6-((1S,2S)-2-(pyrimidin-2-yl)cyclobutyl)-1-((R)-1-(3-(trifluoromethyl)phenyl)ethyl)-4,5-dihydro-1H-pyrazolo[3,4-d]pyrimidine-3-carbonitrile O=C1C2=C(N=C(N1)[C@@H]1[C@H](CC1)C1=NC=CC=N1)N(N=C2C#N)[C@H](C)C2=CC(=CC=C2)C(F)(F)F